CSC1=CC=C(C=C1)C=C(F)F 2-(4-methylthiophenyl)-1,1-difluoroethylene